CC(CN(C1=C(C=C(C=C1)C(C)C#N)NC(NC1=C(C=C(C=C1)F)F)=O)CC(C)C)C 3-[2-[bis(2-methylpropyl)amino]-5-(1-cyanoethyl)phenyl]-1-(2,4-difluorophenyl)urea